tert-butyl N-[3,3-difluoro-1-(4-pyridyl)propyl]-N-methyl-carbamate Sodium hydride [H-].[Na+].FC(CC(C1=CC=NC=C1)N(C(OC(C)(C)C)=O)C)F